6-methoxy-9,9-dimethyl-2-((4-(oxepan-4-yl)piperazin-1-yl)methyl)-9,10-dihydroacridine COC=1C=C2NC=3C=CC(=CC3C(C2=CC1)(C)C)CN1CCN(CC1)C1CCOCCC1